NC=1N=C(N(C(C1Br)=C=O)C)N1CCC2(CCC[C@H]2N[S@](=O)C(C)(C)C)CC1 (R)-N-((R)-8-(4-amino-5-bromo-1-methyl-6-carbonyl-1,6-dihydropyrimidin-2-yl)-8-azaspiro[4.5]decan-1-yl)-2-methylpropan-2-sulfinamide